6-((2-aminopyrimidin-5-yl)methyl)-N-(3-(1,1-difluoroethyl)phenyl)-4,5,6,7-tetrahydrothieno[2,3-c]pyridine-3-carboxamide NC1=NC=C(C=N1)CN1CC2=C(CC1)C(=CS2)C(=O)NC2=CC(=CC=C2)C(C)(F)F